ClC1=NC=CC(=C1)CC1=C(C=CC(=C1)C(F)(F)F)F 2-chloro-4-{[2-fluoro-5-(trifluoromethyl)phenyl]methyl}pyridine